tetrahydro-2H-pyran-4-ylglycine ethyl ester C(C)OC(CNC1CCOCC1)=O